N1-(4-(1,2,4,5-tetrazin-3-yl)benzyl)-N5-(23-amino-3,6,9,12,15,18,21-heptaoxatricosyl)glutaramide N1=NC(=NN=C1)C1=CC=C(CNC(CCCC(=O)NCCOCCOCCOCCOCCOCCOCCOCCN)=O)C=C1